3-amino-6-(5-fluoro-2-(1-(2,2,2-trifluoroethyl)-1H-pyrazol-4-yl)pyridin-4-yl)-N-((3S,5S)-5-fluoropiperidin-3-yl)pyrazine-2-carboxamide NC=1C(=NC(=CN1)C1=CC(=NC=C1F)C=1C=NN(C1)CC(F)(F)F)C(=O)N[C@@H]1CNC[C@H](C1)F